sodium (5-(4-bromophenyl)-6-(2-((5-bromopyrimidin-2-yl)oxy)ethoxy)pyrimidin-4-yl)(sulfamoyl)amide BrC1=CC=C(C=C1)C=1C(=NC=NC1OCCOC1=NC=C(C=N1)Br)[N-]S(N)(=O)=O.[Na+]